ClC=1C(=C(C(=C(C1)C(C)=NO)OC)C=1C(=NC=CC1)C(=O)N(C)C)F (3-chloro-2-fluoro-5-(1-(hydroxyimino)ethyl)-6-methoxyphenyl)-N,N-dimethylpyridinamide